3,3-difluoro-2-(4-fluorophenyl)pentan-5,5-d2-2-ol FC(C(C)(O)C1=CC=C(C=C1)F)(CC([2H])[2H])F